(E)-(4-(1-(3-(2-((2,3-dihydro-1H-inden-2-yl) amino) pyrimidin-5-yl) acryloyl) pyrrolidin-3-yl)-1H-1,2,3-triazol-1-yl) methylpentanoate CC(C(=O)ON1N=NC(=C1)C1CN(CC1)C(\C=C\C=1C=NC(=NC1)NC1CC2=CC=CC=C2C1)=O)CCC